2,4-DiChloro-3-nitro-1,8-naphthyridine ClC1=NC2=NC=CC=C2C(=C1[N+](=O)[O-])Cl